5-(5-hexynyl)-dihydroxybenzoic acid C(CCCC#C)C=1C=C(C(=C(C(=O)O)C1)O)O